2-chloro-1-(4-(3-isopropyl-2-(2-methylpyridin-4-yl)-1H-indol-5-yl)piperidin-1-yl)ethanone ClCC(=O)N1CCC(CC1)C=1C=C2C(=C(NC2=CC1)C1=CC(=NC=C1)C)C(C)C